COC1=CC=C(C=C1)N1[C@@H]2CC3=C(C=NC=C3)[C@H]1CC2 (6S,9R)-10-(4-methoxyphenyl)-6,7,8,9-tetrahydro-5H-6,9-epiminocyclohepta[c]pyridine